C1(CC1)CN1N=C(C(=C1)C1=C(C=CC(=N1)N1C=NC2=C1C=CC(=C2)NC=2N=NC(=CC2)C)C2OCCO2)C 1-[6-[1-(cyclopropylmethyl)-3-methyl-pyrazol-4-yl]-5-(1,3-dioxolan-2-yl)-2-pyridyl]-N-(6-methylpyridazin-3-yl)benzimidazol-5-amine